O=C1NCCC1 oxo-pyrrolidine